C(C)OC(CCC=1SC(=CN1)Br)=O.ClC1=C(C(=CC=C1)F)CC(=O)NC1=CC(=NC=C1)N(C(C)=O)C1=CC(=CC(=C1)F)C#N N-{4-[2-(2-chloro-6-fluorophenyl)acetylamino]pyridin-2-yl}-N-(3-cyano-5-fluorophenyl)acetamide ethyl-3-(5-bromothiazol-2-yl)propanoate